2-phenyl-3-(4-iodophenyl)allylsulfide C1(=CC=CC=C1)C(CSCC(=CC1=CC=C(C=C1)I)C1=CC=CC=C1)=CC1=CC=C(C=C1)I